[OH-].C(C)(=O)[O-].[NH4+].FC(C1=C(C=CC(=C1)C(F)(F)F)C(C)N1N=CC(=C1)NC(=O)C1=NOC(=C1)C=1OC=CC1)(F)F.[NH4+] N-(1-(1-(2,4-bis(trifluoromethyl)phenyl)ethyl)-1H-pyrazol-4-yl)-5-(furan-2-yl)isoxazole-3-carboxamide ammonium acetate hydroxide